N1N=C(C2=CC=CC=C12)NCC1=CC=C(C(=O)N2CCN(CC2)C(=O)C2=CC=C(C(=O)NO)C=C2)C=C1 4-(4-(4-(((1H-indazol-3-yl)amino)methyl)benzoyl)piperazine-1-carbonyl)-N-hydroxybenzoamide